1-tert-butyl-6-cyclopropyl-3-methyl-N-[2-(methylamino)ethyl]-1H-pyrazolo[3,4-b]pyridine-4-carboxamide C(C)(C)(C)N1N=C(C2=C1N=C(C=C2C(=O)NCCNC)C2CC2)C